C1(CC1)C=1C=CC=2N(C1)C=C(N2)CNC2=CC(=NC=N2)NC(=O)[C@@H]2[C@H](C2)C2=CC(=CC=C2)OC |r| rac-(1S*,2S*)-N-(6-(((6-cyclopropylimidazo[1,2-a]pyridin-2-yl)methyl)amino)pyrimidin-4-yl)-2-(3-methoxyphenyl)cyclopropane-1-carboxamide